N1C=C(C2=CC=CC=C12)CC(CCCC)C1=C(N=C2N1CCN(C2)C(CO)C)C(=O)N (1-(1H-indol-3-yl)hexan-2-yl)-7-(1-hydroxypropan-2-yl)-5,6,7,8-tetrahydroimidazo[1,2-a]pyrazine-2-carboxamide